C(C)C(C(=O)O)CCOC1=CC2=CC=C(C=C2C=C1)C=1C(=NC=CC1)SC(C)C.CN(CC(=O)O)C dimethyl-glycine ethyl-4-[6-(2-isopropylsulfanyl-pyridin-3-yl)-naphthalen-2-yloxy]-butyrate